ClC=1C=C(CC2OCCO2)C=CC1 2-(3-chlorobenzyl)-1,3-dioxolane